FC=1C(=C(C=CC1F)[C@H]1[C@@H](O[C@]([C@H]1C)(C(F)(F)F)C)C(=O)NC1=CC(=NC(=C1)F)C(=O)N)OC 4-[[(2R,3S,4S,5R)-3-(3,4-difluoro-2-methoxy-phenyl)-4,5-dimethyl-5-(trifluoromethyl)tetrahydrofuran-2-carbonyl]amino]-6-fluoro-pyridine-2-carboxamide